O1C=C(C2=C1C=CC=C2)C[C@H](NC(=O)C2CC21COCC(C1)(C)C)B(O)O (R)-2-(benzofuran-3-yl)-1-(7,7-dimethyl-5-oxaspiro[2.5]octane-carboxamido)ethylboronic acid